tert-butyl 4-(5-amino-6-methoxy-2-pyridyl)piperidine-1-carboxylate NC=1C=CC(=NC1OC)C1CCN(CC1)C(=O)OC(C)(C)C